platinum cobalt sulfur nitrogen carbon [C].[N].[S].[Co].[Pt]